N-methacryloylmorpholine C(C(=C)C)(=O)N1CCOCC1